BrC=1C(=C(C=C2C=NNC12)Cl)C(F)(F)F 7-bromo-5-chloro-6-(trifluoromethyl)-1H-indazole